δ-methacryloyloxybutyl-diethoxymethyl-silane C(C(=C)C)(=O)OCCCC[SiH2]C(OCC)OCC